4-((2S,4S)-4-((cyclopropylmethyl)amino)-1-((5-methoxy-7-methyl-1H-indol-4-yl)methyl)piperidin-2-yl)benzoic acid C1(CC1)CN[C@@H]1C[C@H](N(CC1)CC1=C2C=CNC2=C(C=C1OC)C)C1=CC=C(C(=O)O)C=C1